(S)-4-(3-butyl-6-methoxy-3,4-dihydroisoquinolin-1-yl)-N-cyclobutylbenzenesulfonamide C(CCC)[C@@H]1N=C(C2=CC=C(C=C2C1)OC)C1=CC=C(C=C1)S(=O)(=O)NC1CCC1